Triphenylphosphine phosphate P(=O)(O)(O)O.C1(=CC=CC=C1)P(C1=CC=CC=C1)C1=CC=CC=C1